tert-butyl 4-(4-(2-(tosyloxy)ethyl)-1H-1,2,3-triazol-1-yl)piperidine-1-carboxylate S(=O)(=O)(C1=CC=C(C)C=C1)OCCC=1N=NN(C1)C1CCN(CC1)C(=O)OC(C)(C)C